4-bromo-N-[5-(5-acetamidopyrazol-1-yl)-1,3,4-thiadiazol-2-yl]-5-(2-methoxyethoxy)-6-oxopyran-2-carboxamide BrC=1C=C(OC(C1OCCOC)=O)C(=O)NC=1SC(=NN1)N1N=CC=C1NC(C)=O